(6S,7S)-7-cyclopropylmethyl-6-(2,6-difluoro-4-((1-isobutylazetidin-3-yl)oxy)phenyl)-8-methyl-6,7,8,9-tetrahydro-3H-pyrazolo[3,4-H]isoquinoline C1(CC1)C[C@@H]1N(CC=2C3=C(C=CC2[C@H]1C1=C(C=C(C=C1F)OC1CN(C1)CC(C)C)F)NN=C3)C